BrC1=C(C(=C(C(=O)O)C(=C1)OC=1C(=NC=CC1C)C(C)C)F)Cl 4-bromo-3-chloro-2-fluoro-6-[(2-isopropyl-4-methylpyridin-3-yl)oxy]benzoic acid